4H-1,4-benzoxazin-3-on O1CC(NC2=C1C=CC=C2)=O